NC1(CCN(CC1)C1=NC(=C2C(=N1)NN=C2C2=CC1=C(N=C(S1)C)C=C2)C(=O)N)C2=C(C=C(C=C2)F)F 6-(4-amino-4-(2,4-difluorophenyl)piperidin-1-yl)-3-(2-methylbenzo[d]thiazol-6-yl)-1H-pyrazolo[3,4-d]pyrimidine-4-carboxamide